2,6-di-t-butyl-4-isopropylphenol C(C)(C)(C)C1=C(C(=CC(=C1)C(C)C)C(C)(C)C)O